(2S,3S,4R,5R)-3-amino-5-[6-(2,5-dichlorophenylmethylamino)purin-9-yl]-4-hydroxy-tetrahydrofuran-2-carboxylic acid methylamide CNC(=O)[C@H]1O[C@H]([C@@H]([C@@H]1N)O)N1C2=NC=NC(=C2N=C1)NCC1=C(C=CC(=C1)Cl)Cl